C(C)(C)C(C(=O)OCC(CCCC)CC)CCCCCCCCCC(=O)OCC(CCCC)CC bis(2-ethylhexyl) α-isopropyldodecanedioate